tert-Butyl N-[6,13-dihydroxy-6,15-bis(trifluoromethyl)-19-oxa-3,4,18-triazatricyclo[12.3.1.12,5]nonadeca-1(17),2,4,14(18),15-pentaen-17-yl]carbamate OC1(C2=NN=C(C3=C(C=C(C(C(CCCCCC1)O)=N3)C(F)(F)F)NC(OC(C)(C)C)=O)O2)C(F)(F)F